3-(2,3-dihydrobenzo[b][1,4]dioxin-6-yl)-2-((S and R)-6-(hydroxymethyl)-5,6,7,8-tetrahydronaphthalen-2-yl)-1-oxo-1,2,3,4-tetrahydroisoquinoline-4-carboxylic acid O1C2=C(OCC1)C=C(C=C2)C2N(C(C1=CC=CC=C1C2C(=O)O)=O)C2=CC=1CC[C@@H](CC1C=C2)CO |r|